C(=O)O.FC1=C(C=CC(=C1F)OC)C1=CN=C2N1C=CN=C2NC2=CC(=C(C(=O)NCCNC(CCCCNC(=N)N)=O)C=C2)CC 4-[[3-(2,3-difluoro-4-methoxy-phenyl)imidazo[1,2-a]pyrazin-8-yl]amino]-2-ethyl-N-[2-(5-guanidino-pentanoylamino)ethyl]benzamide formate